FC1=C(C(=C(C(=C1[B-](C1=C(C(=C(C(=C1F)F)F)F)F)(C1=C(C(=C(C(=C1F)F)F)F)F)C1=C(C(=C(C(=C1F)F)F)F)F)F)F)F)F.C[NH+](C)CC1=CC=CC=C1 N,N-Dimethylbenzylammonium tetrakis(pentafluorophenyl)borate